Cl.N1CC(C1)NC(O)=O (azetidin-3-yl)carbamate hydrochloride